2-[[(5s,7s)-7-fluoro-5-phenyl-6,7-dihydro-5H-pyrrolo[1,2-b][1,2,4]triazol-2-yl]sulfonyl]acetonitrile F[C@H]1C[C@H](N2N=C(N=C21)S(=O)(=O)CC#N)C2=CC=CC=C2